1-(tert-butyl) 2-methyl 4-(4-((4-chloro-5-(trifluoromethyl)pyrimidin-2-yl)amino)-3-cyclopropylphenyl)piperazine-1,2-dicarboxylate ClC1=NC(=NC=C1C(F)(F)F)NC1=C(C=C(C=C1)N1CC(N(CC1)C(=O)OC(C)(C)C)C(=O)OC)C1CC1